C1(=CC=C(C=C1)C(\C=C\C1=CC2=C(OCCO2)C=C1)=O)C1=CC=CC=C1 (E)-1-([1,1'-biphenyl]-4-yl)-3-(2,3-dihydrobenzo[b][1,4]dioxin-6-yl)prop-2-en-1-one